CC1(OCCC(C1)N1C[C@@H]2[C@H](C1)CC(C2)NC=2N=NC(=CC2)C=2C=NC=CC2)C (3aR,5s,6aS)-2-(2,2-dimethyltetrahydro-2H-pyran-4-yl)-N-(6-(pyridin-3-yl)pyridazin-3-yl)octahydrocyclopenta[c]pyrrol-5-amine